ClC1=C2N=C(C=NC2=CC=C1OC=1C=CC2=C(N(C(=N2)C)COCC[Si](C)(C)C)C1)C=1C=NN(C1)C1(CCC(CC1)(F)F)C 2-[[6-[5-chloro-3-[1-(4,4-difluoro-1-methyl-cyclohexyl)pyrazol-4-yl]quinoxalin-6-yl]oxy-2-methyl-benzimidazol-1-yl]methoxy]ethyl-trimethyl-silane